(1R,3R,5S)-N-{6-[6-fluoro-5-(1H-pyrazol-4-yl)pyridin-2-yl]pyridazin-3-yl}-N-methyl-8-azabicyclo[3.2.1]octan-3-amine hydrochloride Cl.FC1=C(C=CC(=N1)C1=CC=C(N=N1)N(C1C[C@H]2CC[C@@H](C1)N2)C)C=2C=NNC2